1-(6-hexyl-4-phenylquinolin-2-yl)-5-oxopyrrolidine-3-carboxylic acid C(CCCCC)C=1C=C2C(=CC(=NC2=CC1)N1CC(CC1=O)C(=O)O)C1=CC=CC=C1